(5-((2,6-dioxopiperidin-3-yl)amino)-2-fluoropyridin-4-yl)methyl methanesulfonate CS(=O)(=O)OCC1=CC(=NC=C1NC1C(NC(CC1)=O)=O)F